2,2-dimethyl-2,4,6,8-tetrasila-3,7-dioxo-nonane C[Si](C)(C([SiH2]C[SiH2]C([SiH2]C)=O)=O)C